C1(=CC=CC2=CC=CC=C12)OP(=O)(OC1=CC=C(C=C1)[N+](=O)[O-])N[C@@H](C)C(=O)OC methyl ((naphthalen-1-yloxy)(4-nitrophenoxy)phosphoryl)-L-alaninate